ClC1=CC=C(C=C1)\C=C(/C(C(C)(C)C)=O)\N1C=NN=C1 (E)-1-(4-chlorophenyl)-4,4-dimethyl-2-(4H-1,2,4-triazol-4-yl)-1-penten-3-one